C(C)(C)(C)OC(=O)N1CC=2N(CC1)N=C(C2)Br.ClC2=CC=C(C=C2)C2=NN1C(CN(CC1)C(=O)OC(C)(C)C)=C2 tert-butyl 2-(4-chlorophenyl)-6,7-dihydropyrazolo[1,5-a]pyrazine-5(4H)-carboxylate tert-butyl-2-bromo-6,7-dihydropyrazolo[1,5-a]pyrazine-5(4H)-carboxylate